ClCCC(CCCCC(=O)[O-])O 8-Chloro-6-Hydroxyoctanoate